8-(2,3-dihydro-thieno[3,4-b][1,4]dioxin-2-yl)octane-1-sulfonic acid di-n-octylamine salt C(CCCCCCC)NCCCCCCCC.O1C=2C(OCC1CCCCCCCCS(=O)(=O)O)=CSC2